(R)-4-((1-Benzylpiperidin-3-yl)amino)-1H-pyrrolo[2,3-b]pyridine-5-carboxylic acid ethyl ester C(C)OC(=O)C=1C(=C2C(=NC1)NC=C2)N[C@H]2CN(CCC2)CC2=CC=CC=C2